C[C@H]1CN(CCC1)C1CCN(CC1)C(=O)C1=CN=C(S1)NC(CC)C1=NC=CC=C1 [(3R)-3-methyl[1,4'-bipiperidine]-1'-yl](2-{[1-(pyridin-2-yl)propyl]amino}-1,3-thiazol-5-yl)methanone